C(C)OC(CC(C1=C2CCNCC2=CC=C1)C1=C(C2=C(N(N=N2)C)C=C1)C)=O 3-(1,4-Dimethylbenzotriazol-5-yl)-3-(1,2,3,4-tetrahydroisoquinolin-5-yl)propionic acid ethyl ester